8-(4-(2,6-dioxopiperidin-3-yl)phenyl)-1-oxa-8-azaspiro[4.5]decane-3-carbaldehyde O=C1NC(CCC1C1=CC=C(C=C1)N1CCC2(CC(CO2)C=O)CC1)=O